2-(3-(4-chloro-3-(trifluoromethyl)phenyl)ureido)-6-methylpyrimidin ClC1=C(C=C(C=C1)NC(NC1=NC(=CC=N1)C)=O)C(F)(F)F